diisobutyloxide C(C(C)C)OCC(C)C